2-(2-cyanopyridin-4-yl)-N-((1R,4R)-4-((4-((5-cyclopropyl-1H-pyrazol-3-yl)amino)pyrimidin-2-yl)(methyl)amino)cyclohexyl)acetamide C(#N)C1=NC=CC(=C1)CC(=O)NC1CCC(CC1)N(C)C1=NC=CC(=N1)NC1=NNC(=C1)C1CC1